FC1=C(C(=O)N([C@H]2CNCCC2)C2=NC=CC3=C2C=C(S3)C3=CC=C(C=C3)C(NC(C)C)=O)C=CC(=C1)C=1N=NN(C1)C 2-fluoro-N-[2-[4-(isopropylcarbamoyl)phenyl]thieno[3,2-c]pyridin-4-yl]-4-(1-methyltriazol-4-yl)-N-[(3R)-3-piperidyl]benzamide